CS(=O)(=O)O[C@@H](CCOCC[C@@H](C)N1N=CC(=C1)C1=NN(C2=CC=C(C=C12)O[Si](C)(C)C(C)(C)C)C1OCCCC1)C [(1R)-3-[(3R)-3-[4-[5-[tert-butyl(dimethyl)silyl] oxy-1-tetrahydropyran-2-yl-indazol-3-yl]pyrazol-1-yl]butoxy]-1-methyl-propyl] methanesulfonate